O[C@@H]1CC[C@@]2(C3CC[C@@]4(C(CCC4C3[C@H](CC2C1)O)[C@@H](CCC(=O)OCC1=CC=CC=C1)C)C)C Benzyl (4R)-4-((3R,7S,10S,13R)-3,7-dihydroxy-10,13-dimethylhexadecahydro-1H-cyclopenta[a]phenanthren-17-yl)pentanoate